C(C)(C)(CC)O[Si](O)(OC(C)(C)CC)OC(C)(C)CC tri(t-pentoxy)silanol